Methyl thiolacetate CC(=O)SC